OC[C@H]1N(CC[C@H]([C@@H]1O)O)CCC (2R,3R,4R)-2-(hydroxymethyl)-1-propylpiperidine-3,4-diol